4-(4-vinylbenzyloxy)-4-hydroxybenzophenone C(=C)C1=CC=C(COC2(CC=C(C(=O)C3=CC=CC=C3)C=C2)O)C=C1